COC(=O)C=1N=NN(C1)[C@H](C(=O)O)C(C)C (S)-2-(4-(methoxycarbonyl)-1H-1,2,3-triazol-1-yl)-3-methylbutanoic acid